C(C)(C)(C)OC(=O)N1CCN(CC1)C1=CC=C(C=C1)B1OCC(C(O1)(C)C)(C)C 4-(4-(4,4,5,5-tetramethyl-1,3,2-dioxaborin-2-yl)phenyl)piperazine-1-carboxylic acid tert-butyl ester